C(=O)C1=CN(C2=CN=CC=C21)C2CCN(CC2)C(=O)OC(C)(C)C tert-Butyl 4-(3-Formyl-1H-pyrrolo[2,3-c]pyridin-1-yl)piperidine-1-carboxylate